N,N'-Dimethacrylurea C(=O)(C(=C)C)NC(=O)NC(=O)C(=C)C